ClC1=C(C(=O)N2COC3=C(C2)C=CC=C3C3=CC(=C(C(=O)O)C=C3F)N3C2COCC3CC2)C(=CC(=C1)N1CC(C1)(F)F)Cl 4-[3-[2,6-Dichloro-4-(3,3-difluoroazetidin-1-yl)benzoyl]-2,4-dihydro-1,3-benzoxazin-8-yl]-5-fluoro-2-(3-oxa-8-azabicyclo[3.2.1]octan-8-yl)benzoic acid